CCSOC(C(C(=O)[O-])S(=O)(=O)O)(C(=O)[O-])OSCC.[Na+].[Na+] sodium bis-(2-ethylthiooxy)-sulfosuccinate